Methyl 3-[4-[[1-tert-butoxycarbonyl-4-piperidyl]oxy]anilino]-5-cyclopropyl-6-(3-methylimidazo[4,5-c]pyridin-7-yl)pyrazine-2-carboxylate C(C)(C)(C)OC(=O)N1CCC(CC1)OC1=CC=C(NC=2C(=NC(=C(N2)C2CC2)C=2C3=C(C=NC2)N(C=N3)C)C(=O)OC)C=C1